C(C)OC(=O)N1CC2=CC(=CC(=C2CC1)Br)F 5-bromo-7-fluoro-3,4-dihydroisoquinoline-2(1H)-carboxylic acid ethyl ester